FC1(CC(C1)C=1C=CC(=NC1F)C(NC(=O)C1N(CC(C1)F)C(CC1=CN=NN1)=O)C1=CC=CC=C1)F N-{[5-(3,3-difluorocyclobutyl)-6-fluoropyridin-2-yl](phenyl)methyl}-4-fluoro-1-[2-(1H-1,2,3-triazol-5-yl)acetyl]pyrrolidine-2-carboxamide